C(CCCCCCCCCCC)(=O)OCCCCCN(CCCCCCCOC(C(CCCCCCCC)CCCCCCCC)=O)CCN 5-((2-aminoethyl)(7-((2-octyldecanoyl)oxy) heptyl)amino)pentyl dodecanoate